2-((1R,2S)-1-(2-cyanophenyl)-1-(4-methyl-1H-pyrazol-1-yl)propan-2-yl)-5-hydroxy-N-(isoxazol-4-yl)-1-methyl-6-oxo-1,6-dihydropyrimidine-4-carboxamide C(#N)C1=C(C=CC=C1)[C@@H]([C@H](C)C=1N(C(C(=C(N1)C(=O)NC=1C=NOC1)O)=O)C)N1N=CC(=C1)C